C(C)OC1=CC=C(C=C1)[C@@]12CN(C[C@@H](NC1)C(C2)(C)C)CC2(CC2)CC#N 1-(((1R,5S)-(4-ethoxyphenyl)-9,9-dimethyl-3,6-diazabicyclo[3.2.2]nonan-3-yl)-methyl)cyclopropyl-acetonitrile